C(C)(C)(C)OC(=O)N1CCC(CC1)C1=CC=C2C3=C(NC2=C1)N=CN=C3C3=CC(=C(C=C3)CN)C 4-[4-[4-(aminomethyl)-3-methylphenyl]-9H-pyrimido[4,5-b]indol-7-yl]piperidine-1-carboxylic acid tert-butyl ester